CC=1C(=C(C=C(C1)OC(F)(F)F)O)C=1N=NC(=CC1)CNC1CCOCC1 3-Methyl-2-(6-(((tetrahydro-2H-pyran-4-yl)amino)methyl)pyridazin-3-yl)-5-(trifluoromethoxy)phenol